COC([C@@H](NC([C@@H](NC(=O)C=1N=C(SC1)C1=CC=C(C=C1)N)CO[Si](C1=CC=CC=C1)(C1=CC=CC=C1)C(C)(C)C)=O)CO)=O N-(2-(4-aminophenyl)thiazole-4-carbonyl)-O-(tert-butyldiphenylsilyl)-L-seryl-L-serine methyl ester